C(C)OC(=O)C=1C(=NC(=NC1)Cl)NC=1C=C2C=NNC2=CC1 4-((1H-indazol-5-yl)amino)-2-chloropyrimidine-5-carboxylic acid ethyl ester